phosphonic acid tristrifluoroacetate FC(C(=O)O)(F)F.FC(C(=O)O)(F)F.FC(C(=O)O)(F)F.P(O)(O)=O